(S)-2-bromo-N-(1-(5-(trifluoromethyl)pyridin-2-yl)ethyl)acetamide BrCC(=O)N[C@@H](C)C1=NC=C(C=C1)C(F)(F)F